(7-bromo-2-methyl-5-nitro-3-vinyl-2H-indazol-6-yl)(2-chloro-5-fluorophenyl)methanone BrC1=C(C(=CC2=C(N(N=C12)C)C=C)[N+](=O)[O-])C(=O)C1=C(C=CC(=C1)F)Cl